FC(OC1=CC=CC=2C(N(C3C=4N(C(C21)C3)C3=C(N4)C=CC=C3)C([2H])([2H])[2H])=O)F 1-(difluoromethoxy)-6-trideuteromethyl-6,7-dihydro-7,14-methanobenzimidazo[1,2-b][2,5]benzodiazocin-5(14H)-one